1,3-dimethyl-2-cyanoguanidine CNC(=NC#N)NC